2-(3-(2,5-dichloropyrimidin-4-yl)-5-oxo-5,7-dihydro-6H-pyrrolo[3,4-b]pyridin-6-yl)acetic acid ClC1=NC=C(C(=N1)C=1C=C2C(=NC1)CN(C2=O)CC(=O)O)Cl